3-(2-(benzyloxy)-1-fluoroethyl)-3-nitropiperidine-1-carboxylic acid tert-butyl ester C(C)(C)(C)OC(=O)N1CC(CCC1)([N+](=O)[O-])C(COCC1=CC=CC=C1)F